N1(CCCCCC1)C=1N=C(C2=C(C=NNC2=O)N1)NC1=CC=C(C=C1)N1CCC2(CC2)CC1 6-(4-((2-(Azepan-1-yl)-5-oxo-5,6-dihydropyrimido[4,5-d]pyridazin-4-yl)amino)phenyl)-6-azaspiro[2.5]octan